C(=C)C=1C=C(C)C=CC1 m-vinyltoluene